(1-methyl-6-oxo-1,6-dihydropyridin-3-yl)boric acid CN1C=C(C=CC1=O)OB(O)O